1,12-dihydro-14H-pyrano-[3',4':6,7]indolizino[1,2-b]quinoline-3,14(4H)-dione C1OC(CC2=C1C(N1CC=3C(=NC=4C=CC=CC4C3)C1=C2)=O)=O